4-(3,4-difluorophenyl)-1-(1-(pyridin-4-yl)-1H-pyrazol-4-yl)piperidin-2-one FC=1C=C(C=CC1F)C1CC(N(CC1)C=1C=NN(C1)C1=CC=NC=C1)=O